3-[(3-fluoro-2-methylphenyl)amino]-2-{3-[(2S)-pyrrolidin-2-ylmethoxy]pyridin-4-yl}-1H,5H,6H,7H-pyrrolo[3,2-c]pyridin-4-one FC=1C(=C(C=CC1)NC1=C(NC2=C1C(NCC2)=O)C2=C(C=NC=C2)OC[C@H]2NCCC2)C